((9-cyclohexyl-7-methyl-8-oxo-8,9-dihydro-7H-purin-2-yl)amino)-2-fluoro-5-methylbenzamide C1(CCCCC1)N1C2=NC(=NC=C2N(C1=O)C)NC=1C(=C(C(=O)N)C=C(C1)C)F